tert-butyl 5-(3-chloro-5-(4,4,5,5-tetramethyl-1,3,2-dioxaborolan-2-yl)phenyl)-2,3-dihydro-4H-1,4-oxazine-4-carboxylate ClC=1C=C(C=C(C1)B1OC(C(O1)(C)C)(C)C)C=1N(CCOC1)C(=O)OC(C)(C)C